((2,6,6,9-tetramethyl-6H-benzo[c]chromene-3,8-diyl)bis(oxy))bis(tert-butyldimethylsilane) CC=1C=C2C3=C(C(OC2=CC1O[Si](C)(C)C(C)(C)C)(C)C)C=C(C(=C3)C)O[Si](C)(C)C(C)(C)C